(R)-2-isopropyl-1-methylpiperazine trifluoroacetic acid salt FC(C(=O)O)(F)F.C(C)(C)[C@H]1N(CCNC1)C